CC1=C(C=CC(=C1)N1CC(OCC1)C)NC=1C=C2CCNCC2=CC1 N-(2-methyl-4-(2-methylmorpholino)phenyl)-1,2,3,4-tetrahydroisoquinolin-6-amine